C1(CC1)CN(C(OC(C)(C)C)=O)CCC1=CN(C2=CC=CC(=C12)O)C tert-butyl (cyclopropylmethyl)(2-(4-hydroxy-1-methyl-1H-indol-3-yl)ethyl)carbamate